NC=1C=C(C=CC1[N+](=O)[O-])SC1=CC=C(C=C1)N1CCC(CC1)CCO 2-(1-(4-((3-amino-4-nitrophenyl)thio)phenyl)piperidin-4-yl)ethan-1-ol